C1(=CC=CC=C1)/C=C/C(=O)NC(C(Cl)(Cl)Cl)NC(=S)NC=1C=CC=C2C=CC=NC12 (2E)-3-Phenyl-N-[2,2,2-trichloro-1-[[(8-quinolinylamino)thioxomethyl]amino]ethyl]2-propenamide